FC([C@@H](C)NC(=O)C1=NOC2=C1CN(CC2)C(=O)OC(C)(C)C)(F)F Tert-butyl (R)-3-((1,1,1-trifluoropropan-2-yl)carbamoyl)-6,7-dihydroisoxazolo[4,5-c]pyridine-5(4H)-carboxylate